CN([C@@H]1CCC2CN(CC21)C2=C(C=NC=1NC3=C(C=C(C(=C3C12)F)F)NC)C1=CN2C(C(=CC=C2C=C1)C(=O)O)=O)C 7-[4-[cis-(4R)-4-(dimethylamino)-3,3a,4,5,6,6a-hexahydro-1H-cyclopenta[c]pyrrol-2-yl]-5,6-difluoro-8-(methylamino)-9H-pyrido[2,3-b]indol-3-yl]-4-oxo-quinolizine-3-carboxylic acid